C(C1=CC=CC=C1)OC(=O)N1CCC(CC1)OC(=O)N1C(C2=CC=CC=C2CC1)(C1=CC=C(C=C1)F)C1CC1 1-(benzyloxycarbonyl)(piperidin-4-yl)cyclopropyl-1-(4-fluorophenyl)-3,4-dihydroisoquinoline-2(1H)carboxylate